N1(CCCCCCC1)C(C(=O)O)C(=O)OCC 2-(azacyclooctan-1-yl)-3-ethoxy-3-oxo-propionic acid